6-(1-(3-fluoro-3-((4-(2-fluoro-4-nitrophenyl)piperazin-1-yl)methyl)cyclobutyl)-1H-pyrazol-4-yl)-4-(6-fluoropyridin-3-yl)pyrazolo[1,5-a]pyrazine-3-carbonitrile FC1(CC(C1)N1N=CC(=C1)C=1N=C(C=2N(C1)N=CC2C#N)C=2C=NC(=CC2)F)CN2CCN(CC2)C2=C(C=C(C=C2)[N+](=O)[O-])F